(-)-cis-6-(4-((4-chlorophenyl)difluoromethyl)piperidine-1-carbonyl)hexahydro-2H-pyrido[4,3-b][1,4]Oxazin ClC1=CC=C(C=C1)C(C1CCN(CC1)C(=O)N1C[C@@H]2[C@@H](OCCN2)CC1)(F)F